N-(2-(3-chlorophenyl)pyridin-3-yl)pyrazolo[1,5-a]pyrimidine-3-carboxamide ClC=1C=C(C=CC1)C1=NC=CC=C1NC(=O)C=1C=NN2C1N=CC=C2